2-(2,6-dioxo-3-piperidyl)-5-[4-[[1-(4-piperidylmethyl)-4-piperidyl]methyl]piperazin-1-yl]isoindoline-1,3-dione O=C1NC(CCC1N1C(C2=CC=C(C=C2C1=O)N1CCN(CC1)CC1CCN(CC1)CC1CCNCC1)=O)=O